N-acetylmethionine sulfoxide C(C)(=O)N[C@@H](CCS(=O)C)C(=O)O